8-chloro-N-{3-[2-(4-chloro-3-fluorophenoxy)acetamido]bicyclo[1.1.1]pent-1-yl}-4-oxo-4H-1-benzopyran-2-carboxamide ClC1=CC=CC=2C(C=C(OC21)C(=O)NC21CC(C2)(C1)NC(COC1=CC(=C(C=C1)Cl)F)=O)=O